C=C1C[C@@]2(CCCN2C1)CO [(7aS)-2-methylidenetetrahydro-1H-pyrrolizin-7a(5H)-yl]methanol